FC1(CCC(CC1)(C1=CC=C(C=C1)OC)C(=O)N([C@H](CO)C(=O)NC1=CC=C2C(=N1)C=NN2C(=O)OC(C)(C)C)C([2H])([2H])[2H])F tert-Butyl 5-{[N-{[4,4-difluoro-1-(4-methoxyphenyl)cyclohexyl]carbonyl}-N-(2H3)methyl-D-seryl]amino}-1H-pyrazolo[4,3-b]pyridine-1-carboxylate